CN1CCN(CC1)CCNC(=O)C1CCN(CC1)C1=C2C=CC=NC2=C(C=C1)C#N 1-(8-Cyano-quinolin-5-yl)-piperidine-4-carboxylic acid [2-(4-methyl-piperazin-1-yl)-ethyl]-amide